4-(3,4-dichlorophenoxy)butanoic acid ClC=1C=C(OCCCC(=O)O)C=CC1Cl